(3R)-1-{[3-(2,6-difluoro-3,5-dimethoxyphenyl)-1-methyl-2-oxo-2,3,4,7-tetrahydro-1H-pyrrolo[3',2':5,6]pyrido[4,3-d]pyrimidin-8-yl]methyl}pyrrolidine-3-carbonitrile FC1=C(C(=C(C=C1OC)OC)F)N1C(N(C2=C(C1)C=NC1=C2C=C(N1)CN1C[C@@H](CC1)C#N)C)=O